4-(butylamino)-2-chloro-5-sulfamoyl-benzoic acid C(CCC)NC1=CC(=C(C(=O)O)C=C1S(N)(=O)=O)Cl